O[C@H](C(=O)C1=CC(N(C(=C1)C(F)(F)F)CCCOC)=O)C (S)-4-(2-hydroxypropionyl)-1-(3-methoxypropyl)-6-(trifluoromethyl)pyridin-2(1H)-one